2-Fluoro-4-((7-methoxy-2-((methylsulfonyl)methyl)-1H-imidazo[4,5-c][1,8]naphthyridin-1-yl)-methyl)benzenesulfonamide FC1=C(C=CC(=C1)CN1C(=NC=2C=NC=3N=C(C=CC3C21)OC)CS(=O)(=O)C)S(=O)(=O)N